COC=1C=C(C=C(C1OC)OC)[C@H]1C2=CC3=C(OCO3)C=C2CC2=C1C(OC2)=O (5S)-5-(3,4,5-Trimethoxy-phenyl)-5,9-dihydro-8H-furo[3',4':6,7]naphtho[2,3-d][1,3]dioxol-6-one